COC([C@H](NC(C1=CC=CC=C1)(C1=CC=CC=C1)C1=CC=CC=C1)CO)=O Trityl-D-serine methyl ester